N'-[(E)-(6-{6,6-difluoro-3-azabicyclo[3.1.0]hex-3-yl}-2-methylpyridin-3-yl)methylene]acethydrazide FC1(C2CN(CC12)C1=CC=C(C(=N1)C)\C=N\NC(C)=O)F